Cl.N1C=C(C2=CC=CC=C12)C=1NC=C(N1)C(=O)C1=CC(=C(C(=C1)OC)OC)OC [2-(1H-indol-3-yl)-1H-imidazol-4-yl](3,4,5-trimethoxyphenyl)methanone hydrochloride salt